ethyl 5-(3-(3,5-bis(trifluoromethyl)phenyl)-1H-1,2,4-triazol-1-yl)-1-phenyl-1H-1,2,3-triazole-4-carboxylate FC(C=1C=C(C=C(C1)C(F)(F)F)C1=NN(C=N1)C1=C(N=NN1C1=CC=CC=C1)C(=O)OCC)(F)F